CC1=NN=C(C2=CC(=CC=C12)N1CCOCC1)N[C@H](C)C1=C(C(=CC(=C1)[N+](=O)[O-])C(F)(F)F)C (R)-4-methyl-N-(1-(2-methyl-5-nitro-3-(trifluoromethyl)phenyl)ethyl)-7-morpholino-phthalazin-1-amine